1-decyl-3-methylimidazole bis(trifluoromethanesulfonyl)imide salt [N-](S(=O)(=O)C(F)(F)F)S(=O)(=O)C(F)(F)F.C(CCCCCCCCC)N1CN(C=C1)C